5-(4-chlorophenyl)-N-(4-fluoro-2-methylphenyl)-1H-pyrazol-3-amine ClC1=CC=C(C=C1)C1=CC(=NN1)NC1=C(C=C(C=C1)F)C